NN1C(CCC(C1)(F)F)=O 1-amino-5,5-difluoropiperidin-2-one